CC1=CC=C(C2=C1C=C(O2)CNC(=O)N2C=NC1=C(C2=O)C=NC=C1)C(=O)OCC(F)(F)F 2,2,2-Trifluoroethyl 4-methyl-2-((4-oxo-3,4-dihydropyrido[4,3-d]pyrimidine-3-carboxamido)methyl)benzofuran-7-carboxylate